6-chloro-N-(5-chloro-1-(2,2,2-trifluoroethyl)-1H-pyrazol-4-yl)-7-(1-(oxetan-3-yl)piperidin-4-yl)quinazolin-2-amine ClC=1C=C2C=NC(=NC2=CC1C1CCN(CC1)C1COC1)NC=1C=NN(C1Cl)CC(F)(F)F